dimethyl (2-cyclopropyl-2-(3-((3-((diisopropylamino)methyl)-4-(5-fluoro-2-methoxypyridin-4-yl)phenoxy)methyl)phenyl)ethyl)phosphonate C1(CC1)C(CP(OC)(OC)=O)C1=CC(=CC=C1)COC1=CC(=C(C=C1)C1=CC(=NC=C1F)OC)CN(C(C)C)C(C)C